(4S)-2-(6-hydroxy-1,3-benzothiazol-2-yl)-4,5-dihydrothiazole-4-carboxylic acid OC1=CC2=C(N=C(S2)C=2SC[C@@H](N2)C(=O)O)C=C1